(Z)-6-((2-(aminomethyl)-3-fluoroallyl)oxy)-N-(2-(oxetan-3-yl)ethyl)benzo[d]oxazol-2-amine 4-methylbenzenesulfonate CC1=CC=C(C=C1)S(=O)(=O)O.NC/C(/COC1=CC2=C(N=C(O2)NCCC2COC2)C=C1)=C/F